2-((2R,6R)-4-(4-(2-(2-aminopyridin-3-yl)-5-phenyl-3H-imidazo[4,5-b]pyridin-3-yl)benzyl)-2,6-dimethylpiperazin-1-yl)pyrimidine-4-carbonitrile NC1=NC=CC=C1C1=NC=2C(=NC(=CC2)C2=CC=CC=C2)N1C1=CC=C(CN2C[C@H](N([C@@H](C2)C)C2=NC=CC(=N2)C#N)C)C=C1